Cl.Cl.C(C)[C@H]1OC2=C([C@@H](NC1)CC)N=CC=C2 |o1:8| (2R,5S*)-2,5-diethyl-2,3,4,5-tetrahydropyrido[2,3-f][1,4]oxazepine dihydrochloride